C(CCCCCCCCCCCCCCCCCCCCC)NCC behenyl-ethylamine